5-{[1-(2,4-dichlorophenyl)-1H-pyrazol-3-yl]oxy}-2-(methoxyimino)-N,3-dimethyl-pent-3-enamide ClC1=C(C=CC(=C1)Cl)N1N=C(C=C1)OCC=C(C(C(=O)NC)=NOC)C